N-(4-aminobutan-2-yl)-4-[[3-(4-chloro-2,3-difluorophenyl)imidazo[1,2-a]pyrazin-8-yl]amino]-2-methylbenzamide NCCC(C)NC(C1=C(C=C(C=C1)NC=1C=2N(C=CN1)C(=CN2)C2=C(C(=C(C=C2)Cl)F)F)C)=O